racemic-(2-methoxy-5-methyl-12-oxo-6,6a,7,8,9,10,12,13-octahydro-5H-6,9-methanopyrido[1',2':1,2]azepino[4,5-b]indol-7-yl)methyl acetate C(C)(=O)OCC1CC2CN3C1C(C=1N(C4=CC=C(C=C4C1CC3=O)OC)C)C2